bis(tert-butyl)pentaerythritol C(C)(C)(C)C(O)(C(CO)(CO)CO)C(C)(C)C